C(#N)C1(CC1)NS(=O)(=O)C1=CC=C2C3=C(N(C2=C1)C=1SC(=NN1)C(F)F)N=CN=C3N3C[C@@H]([C@@H](CC3)O)F N-(1-cyanocyclopropyl)-9-(5-(di-fluoromethyl)-1,3,4-thiadiazol-2-yl)-4-((3S,4R)-3-fluoro-4-hydroxypiperidin-1-yl)-9H-pyrimido[4,5-b]indole-7-sulfonamide